ethyl 2-(benzylthio)-2-oxoacetate C(C1=CC=CC=C1)SC(C(=O)OCC)=O